8-amino-9-(6-chloro-3-methoxy-2-methylphenyl)-5-methyl-9H-pyrrolo[2,3-c][1,2,4]triazolo[1,5-a]pyridine-7-carbonitrile NC1=C(C2=C(C=3N(C(=C2)C)N=CN3)N1C1=C(C(=CC=C1Cl)OC)C)C#N